1-(2-((R)-2-(methoxymethyl)pyrrolidin-1-yl)benzo[d]oxazol-6-yl)-6-(4-((R)-3-methoxypyrrolidin-1-yl)-3-(trifluoromethyl)phenyl)-4-oxo-1,4-dihydropyridine-3-carboxylic acid COC[C@@H]1N(CCC1)C=1OC2=C(N1)C=CC(=C2)N2C=C(C(C=C2C2=CC(=C(C=C2)N2C[C@@H](CC2)OC)C(F)(F)F)=O)C(=O)O